C[C@H]1N([C@@H](COC1)C)C(=O)C1=C(C=CC(=C1)F)C1=C2C=NN(C2=CC(=C1)C(CCCC(CCC1OCCO1)C(C)C)CC)C 4-{2-[(3R,5R)-3,5-dimethylmorpholine-4-carbonyl]-4-fluorophenyl}-6-{1-[1-(dioxolan-2-yl)-4-methylpentan-3-yl]methylpentan-3-yl}-1-methyl-1H-indazole